N-(4-(3-oxa-8-azabicyclo[3.2.1]octan-8-yl)phenyl)-4-((3,3-difluoropiperidin-4-yl)methoxy)-5-fluoropyrimidin-2-amine C12COCC(CC1)N2C2=CC=C(C=C2)NC2=NC=C(C(=N2)OCC2C(CNCC2)(F)F)F